3-bromo-9-(4-phenyl-6-(3-tritylphenyl)-1,3,5-triazin-2-yl)-9H-carbazole BrC=1C=CC=2N(C3=CC=CC=C3C2C1)C1=NC(=NC(=N1)C1=CC=CC=C1)C1=CC(=CC=C1)C(C1=CC=CC=C1)(C1=CC=CC=C1)C1=CC=CC=C1